CN(C(CCC)=O)[C@@H]1CN(CC1)C1=NC=2N(C=C1)N=CC2C2=NC=CC=C2 (S)-N-methyl-N-(1-(3-(pyridin-2-yl)pyrazolo[1,5-a]pyrimidin-5-yl)pyrrolidin-3-yl)butanamide